N[C@@H]1C2=CC=CC=C2CC12CCN(CC2)C2=NC=1C(=NC=C(N1)SC1=CC(NC=C1)=O)N2 (S)-4-((2-(1-amino-1,3-dihydrospiro[indene-2,4'-piperidin]-1'-yl)-1H-imidazo[4,5-b]pyrazin-5-yl)thio)pyridin-2(1H)-one